COCC1=C(C=CC(=C1)N)N 2-Methoxymethyl-1,4-Benzenediamine